S1C(=NC2=C1C=CC=C2)CN2CCN(CC2)C=2C=C(C=NC2C=2N=NNN2)NCC2CC2 5-[4-(1,3-benzo-thiazol-2-ylmethyl)-piperazin-1-yl]-N-(cyclopropylmeth-yl)-6-(2H-tetrazol-5-yl)pyridin-3-amine